N-[(dimethylamino)-1H-1,2,3-triazolo[4,5-b]-pyridin-1-ylmethylene]-N-methylmethanaminium hexafluorophosphate F[P-](F)(F)(F)(F)F.CN(C)C(=[N+](C)C)N1N=NC2=NC=CC=C21